(4-(4-(2-(3,4-Dimethoxyphenyl)-3-isopropyl-1H-indol-5-yl)piperidin-1-yl)-4-oxobutyl)carbamic acid tert-butyl ester C(C)(C)(C)OC(NCCCC(=O)N1CCC(CC1)C=1C=C2C(=C(NC2=CC1)C1=CC(=C(C=C1)OC)OC)C(C)C)=O